(S)-(+)-S-methyl-S-phenylsulfoximine C[S@](=N)(=O)C1=CC=CC=C1